methyl 2-((2-(((tert-butoxy-carbonyl)(2-(6-methoxy-3-nitropyridin-2-yl)ethyl)amino)methyl)-4-fluorophenyl)amino)-5-chloro-4-(trifluoromethyl)benzoate C(C)(C)(C)OC(=O)N(CCC1=NC(=CC=C1[N+](=O)[O-])OC)CC1=C(C=CC(=C1)F)NC1=C(C(=O)OC)C=C(C(=C1)C(F)(F)F)Cl